2-ethoxycarbonyl-tricyclo[5.2.1.02,6]Dec-8-ene C(C)OC(=O)C12C3C=CC(C2CCC1)C3